((3s,5s)-3-methyl-5-(((2-(trifluoromethyl)pyridin-3-yl)oxy)methyl)piperidin-1-yl)methanone C[C@@H]1CN(C[C@H](C1)COC=1C(=NC=CC1)C(F)(F)F)C=O